4-methoxy-6-[5-methyl-1-(4-piperidyl)pyrazol-4-yl]pyrazolo[1,5-a]pyridine COC=1C=2N(C=C(C1)C=1C=NN(C1C)C1CCNCC1)N=CC2